NC=1C=C2C=C(N=CC2=CC1)C=1C=C2C(=NN(C2=CC1)C(C)C)COC1=C(C=CC=C1)CC(=O)O 2-(2-((5-(6-aminoisoquinolin-3-yl)-1-isopropyl-1H-indazol-3-yl)methoxy)phenyl)acetic acid